CCCCCCCCCCC(CCCCC)=O (Z)-11-hexadecaldehyde